(1R,3r)-3-((R)-3-(1-(5-chloro-4-((R)-1-(2,4-dichlorophenyl)ethoxy)pyridin-2-yl)azetidin-3-yl)piperidin-1-yl)-1-methylcyclobutane-1-carboxylic acid ClC=1C(=CC(=NC1)N1CC(C1)[C@@H]1CN(CCC1)C1CC(C1)(C(=O)O)C)O[C@H](C)C1=C(C=C(C=C1)Cl)Cl